FC(OC[C@H]1CN(CC1)C=1C=NN(C1)C12CC(C1)(C2)NC(OC(C)(C)C)=O)(F)F tert-butyl [3-(4-{(3R)-3-[(trifluoromethoxy)methyl]pyrrolidin-1-yl}-1H-pyrazol-1-yl)bicyclo[1.1.1]pentan-1-yl]carbamate